(R)-(5-Fluoropyridin-3-yl)(4-(4-(trifluoromethoxy)phenethyl)-7-aza-bicyclo[2.2.1]heptan-1-yl)methanol dihydrochloride Cl.Cl.FC=1C=C(C=NC1)[C@@H](O)C12CCC(CC1)(N2)CCC2=CC=C(C=C2)OC(F)(F)F